CC1CCC(NC1)C=1N(N=CC1)C 5-Methyl-2-(2-methylpyrazol-3-yl)piperidine